1-(4-methoxyphenyl)biguanide COC1=CC=C(C=C1)NC(=N)NC(=N)N